C(=C)OCC(C)OCCS(=O)(=O)F 2-(fluorosulfonylethoxy)propyl vinyl ether